ClC1=CC2=C(NC(=N2)C=2C(=NC=C(C2N2CCC(CC2)N)C2=CC(=CC(=C2)C)F)OC)C=C1 1-[3-(5-chloro-1H-1,3-benzodiazol-2-yl)-5-(3-fluoro-5-methylphenyl)-2-methoxyPyridin-4-yl]Piperidin-4-ylamine